C(CC(C)C)N1C[C@@H](CCC1)N1C(NC2=C1C=C(C(=C2)C=2C=C(C=1N(C2)N=CN1)C)C)=O (R)-1-(1-isopentylpiperidin-3-yl)-6-methyl-5-(8-methyl-[1,2,4]triazolo[1,5-a]pyridin-6-yl)-1,3-dihydro-2H-benzo[d]imidazol-2-one